(3-(ethylthio)pyridin-2-yl)methylamine C(C)SC=1C(=NC=CC1)CN